FC1([C@H](C1)N1N=CC=2C1=NC(=CC2)N)F (S)-1-(2,2-difluorocyclopropyl)pyrazolo[3,4-b]pyridin-6-amine